C(C1=CC=CC=C1)N(CCCOC=1C=C2C(=NN(C2=CC1)C1OCCCC1)I)CC1=CC=CC=C1 N,N-dibenzyl-3-((3-iodo-1-(tetrahydro-2H-pyran-2-yl)-1H-indazol-5-yl)oxy)propan-1-amine